FC1=C(C=CC(=C1)C(C(F)(F)F)(F)F)C(C)O 1-[2-fluoro-4-(1,1,2,2,2-pentafluoroethyl)phenyl]ethanol